C(C)OC1=CC=C(C=C1)C(C)(C)C=1N=C(SC1)NC(=O)NCC=1C=NC(=NC1)N1CCNCC1 1-(4-(2-(4-ethoxyphenyl)-propan-2-yl)thiazol-2-yl)-3-((2-(piperazin-1-yl)pyrimidin-5-yl)methyl)urea